2-chlorobenzyl (5-(5-aminopyridin-2-yl)-3-methylisoxazol-4-yl)carbamate NC=1C=CC(=NC1)C1=C(C(=NO1)C)NC(OCC1=C(C=CC=C1)Cl)=O